(S)-2-(2,8-Dimethylimidazo[1,2-b]pyridazin-6-yl)-9-methyl-7-(3-methylpiperazin-1-yl)-4H-pyrido[1,2-a]pyrimidin-4-on CC=1N=C2N(N=C(C=C2C)C=2N=C3N(C(C2)=O)C=C(C=C3C)N3C[C@@H](NCC3)C)C1